[Cl-].[Cl-].C=[Zr+2](C1=CC(=CC=2C3=CC(=CC=C3CC12)C(C)(C)C)C(C)(C)C)C1C=CC=C1 methylene(cyclopentadienyl)(3,6-di-t-butylfluorenyl)zirconium dichloride